C1(=CC=CC=C1)NC=1C=C(C(NC1)=O)C=1C=NC=NC1 5-(phenylamino)-3-(pyrimidin-5-yl)pyridin-2(1H)-one